ClC1=CC=C(C=N1)C1(CC1)C(=O)OC methyl 1-(6-chloropyridin-3-yl)cyclopropane-1-carboxylate